C[C@@H]1CN(C[C@@H](O1)C)C(=O)C=1C2=C(N(N1)CC(=O)N1CCN(CC1)C1=CC(=C(C=C1)C)C)CCC2 2-{3-[(2R,6S)-2,6-dimethylmorpholine-4-carbonyl]-5,6-dihydrocyclopenta[c]pyrazol-1(4H)-yl}-1-[4-(3,4-dimethylphenyl)piperazin-1-yl]ethan-1-one